N-(4-cyanobenzyl)-5-cyclopropyl-1-methyl-2-oxo-8-((1-sulfamoylcyclopropyl)methoxy)-1,2-dihydro-1,7-naphthyridine-3-carboxamide C(#N)C1=CC=C(CNC(=O)C=2C(N(C3=C(N=CC(=C3C2)C2CC2)OCC2(CC2)S(N)(=O)=O)C)=O)C=C1